3-(2-(tert-butylamino)-2-oxoacetyl)-N-(3,4-difluorophenyl)-5,6,7,8-tetrahydroindolizine-1-carboxamide C(C)(C)(C)NC(C(=O)C1=CC(=C2CCCCN12)C(=O)NC1=CC(=C(C=C1)F)F)=O